(S)-9-(2-isopropoxyethyl)-2-methyl-4-propyl-1-oxa-4,9-diazaspiro[5.5]undecan-3-one C(C)(C)OCCN1CCC2(CN(C([C@@H](O2)C)=O)CCC)CC1